C1(CC1)NC(CC(=O)OC)=O methyl 3-(cyclopropylamino)-3-oxopropanoate